Ethyl (2E)-3-[6-(hydroxymethyl)pyridin-3-yl]prop-2-enoate OCC1=CC=C(C=N1)/C=C/C(=O)OCC